FC1([C@H](C=2C(=C(SC2S(=O)(=O)C)OCCOC(F)(F)F)C1)O)F (4S)-5,5-difluoro-3-methanesulfonyl-1-[2-(trifluoromethoxy)ethoxy]-4H,5H,6H-cyclopenta[c]thiophen-4-ol